Cl.COC=1C=C(C=CC1)NN 3-methoxyphenylhydrazine hydrogen chloride